N1N=NC(=C1)CNC(=O)[C@H]1N2C3=C(C=CC=C3C1)CC[C@@H](C2=O)NC([C@H]([C@H](CC)C)NC(C2=CC=CC=C2)=O)=O (2S,5S)-5-((2S,3S)-2-Benzoylamino-3-methyl-pentanoylamino)-4-oxo-1,2,4,5,6,7-hexahydro-azepino[3,2,1-hi]indole-2-carboxylic acid (1H-[1,2,3]triazol-4-ylmethyl)-amide